CN1C=NC2=C1C=CC=C2C2=C(N=C(C(=N2)C(=O)N)NC2=CC=C(C=C2)N2CCOCC2)SC 6-(1-Methylbenzimidazol-4-yl)-5-methylsulfanyl-3-(4-morpholinoanilino)pyrazine-2-carboxamide